FC=1C=CC(=C(C1)[C@@H](C)NC1=CC=C2C(=N1)N(C=N2)C(=O)NC2CCC(CC2)O)O (R)-5-((1-(5-Fluoro-2-hydroxyphenyl)ethyl)amino)-N-((1s,4s)-4-hydroxycyclohexyl)-3H-imidazo[4,5-b]pyridine-3-carboxamide